C(C1=CC=CC=C1)C1=CC(NC=2N1C(=NN2)SCC2=CC=C(C#N)C=C2)=O 4-{[(5-benzyl-7-oxo-7,8-dihydro[1,2,4]triazolo[4,3-a]pyrimidin-3-yl)sulfanyl]methyl}benzonitrile